trans-(2-((benzyloxy)methyl)-3(S)-fluorocyclopropyl)methanol C(C1=CC=CC=C1)OCC1C([C@@H]1F)CO